C(C)OC(=O)C1=NC=C2N1N=C(C=C2C2=CC=NN2C)N2[C@@H](COCC2)C (R)-4-(1-methyl-1H-pyrazol-5-yl)-2-(3-methylmorpholino)imidazo[1,5-b]Pyridazine-7-carboxylic acid ethyl ester